7-fluoro-4-hydroxy-5-methoxy-1H-quinolin-2-one FC1=CC(=C2C(=CC(NC2=C1)=O)O)OC